ClC1=CC=C(C=C1)C1=NN(CC1C1=CC=CC=C1)C(NS(=O)(=O)C1=C(C=CC=C1)F)=S 3-(4-Chlorophenyl)-N-((2-fluorophenyl)sulfonyl)-4-phenyl-4,5-dihydro-1H-pyrazole-1-carbothioamide